CN1N=C2C(=C1)NC(N2C=2C=NC(=CC2)OC2=CC=C(C1=C2C2(CC2)CO1)C)=O 2-methyl-6-[6-(7-methyl-spiro[2H-benzofuran-3,1'-cyclopropan]-4-yl)oxy-3-pyridinyl]-4H-imidazo[4,5-c]pyrazol-5-one